C(CC)NC(C(=C)C)=O N-n-propylmethacrylamide